C(C)(=O)O[C@H](C(=O)OCCBr)[C@@H](OC(C)=O)[C@H](OC(C)=O)[C@H](O)COC(C)=O 2,3,4,6-tetra-O-acetyl-1-(2-bromoethoxy)-mannose